ClC1=CC=C(C=C1)CCN1C(OC(=N1)CN1C=NC2=NC=NC(=C2C1=O)C)=O 3-(4-chlorophenylethyl)-5-((5-methyl-4-oxopyrimidino[4,5-d]pyrimidin-3(4H)-yl)methyl)-1,3,4-oxadiazol-2(3H)-one